oxo-3,8,11,14-tetraoxa-5,18-diazahenicosan-21-oate O=CCOCNCCOCCOCCOCCCNCCC(=O)[O-]